((R)-2-(2-Chlorophenyl)pyrrolidin-1-yl)-2-fluoro-N-((R,E)-4-(methylsulfonyl)but-3-en-2-yl)nicotinamide ClC1=C(C=CC=C1)[C@@H]1N(CCC1)C1=NC(=C(C(=O)N[C@H](C)\C=C\S(=O)(=O)C)C=C1)F